CNCC=1C(=NC=CC1)C1=CC=CO1 5-(3-((methylamino)methyl)pyridin-2-yl)furan